(13S)-9-(2-Chlorophenyl)-N-(1-hydroxy-2-methylpropan-2-yl)-3-methyl-16-thia-2,4,5,8-tetraazatetracyclo-[8.6.0.02,6.011,15]hexadeca-1(10),3,5,11(15)-tetraene-13-carboxamide ClC1=C(C=CC=C1)C1NCC2=NN=C(N2C=2SC=3C[C@H](CC3C12)C(=O)NC(CO)(C)C)C